COC(CC1CN(CC(C1=O)C)CC1=CC=CC=C1)=O 2-(1-Benzyl-5-methyl-4-oxopiperidin-3-yl)acetic acid methyl ester